6-bromo-N-[3-[tert-butyl-(dimethyl)silyl]oxypropyl]pyridin-3-amine BrC1=CC=C(C=N1)NCCCO[Si](C)(C)C(C)(C)C